BrCCOCCCN(C(OC(C)(C)C)=O)C tert-butyl (3-(2-bromoethoxy)propyl)(methyl)carbamate